C(C1=CC=CC=C1)(=O)OS(=O)(=O)N1CCCC2=CC=C(C=C12)NS(=O)(=O)C1=CC=C(C=C1)OC ((7-((4-methoxyphenyl) sulfonamido)-3,4-dihydroquinolin-1(2H)-yl) sulfonyl) benzoate